C1(CC1)C(C)OC1=C(C=C2C(=N1)OC(C2)(C)C)C(=O)NC2=NC(=CC=C2)C=2C=NN(C2)C 6-(1-Cyclopropylethoxy)-2,2-dimethyl-N-(6-(1-methyl-1H-pyrazol-4-yl)pyridin-2-yl)-2,3-dihydrofuro[2,3-b]pyridine-5-carboxamide